(R)-4-cyano-N-(5-phenyl-1,3,4-thiadiazol-2-yl)morpholine-2-carboxamide C(#N)N1C[C@@H](OCC1)C(=O)NC=1SC(=NN1)C1=CC=CC=C1